5-(4-bromophenyl)thiophene-2-carbaldehyde BrC1=CC=C(C=C1)C1=CC=C(S1)C=O